2-(methylsulfinyl)-9-(tetrahydro-2H-pyran-4-yl)-7,9-dihydro-8H-purin-8-one CS(=O)C1=NC=C2NC(N(C2=N1)C1CCOCC1)=O